C(OCC)(OC(C)O[C@H]1CC[C@@]2([C@H]3CC[C@@]4([C@H](CC[C@@]4([C@@H]3CC[C@@H]2C1)O)C=1C=CC(OC1)=O)C)C)=O ethyl (1-(((3S,5R,8R,9S,10S,13R,14S,17R)-14-hydroxy-10,13-dimethyl-17-(2-oxo-2H-pyran-5-yl)hexadecahydro-1H-cyclopenta[a]phenanthren-3-yl)oxy)ethyl) carbonate